C(C)(=O)C=1C(NC2=CN=CC=C2C1C)=O 3-acetyl-4-methyl-1,7-naphthyridin-2(1H)-one